C(C)(C)(C)C=1C=C(C(=O)OCCS(CCCCCCCC)CCCCCCCC)C=C(C1O)C(C)(C)C di-n-octylsulfanylethyl 3,5-di-tert-butyl-4-hydroxy-benzoate